2-(1-methyl-1H-pyrazol-4-yl)pyridine-4-carboxylic acid methyl ester COC(=O)C1=CC(=NC=C1)C=1C=NN(C1)C